COC(=O)C1CCC(CC1)NCC1=C(C=CC=C1[N+](=O)[O-])Br.FC(S(=O)(=O)C=1C=C(C=CC1)S(=O)(=O)N)(F)F 3-(trifluoromethanesulfonyl)benzene-1-sulfonamide (1s,4s)-methyl-4-(2-bromo-6-nitrobenzylamino)cyclohexanecarboxylate